(chloromethyl)-5,6-dihydro-4H-1,3-oxazine ClCC=1OCCCN1